FC1=C(C=CC=C1)NC(C(=O)N[C@H](C(N[C@@H](CC1=CN=CN1C(C1=CC=CC=C1)(C1=CC=CC=C1)C1=CC=CC=C1)C(COC1=C(C(=CC(=C1F)F)F)F)=O)=O)CC(C)C)=O N1-(2-fluorophenyl)-N2-((S)-4-methyl-1-oxo-1-(((S)-3-oxo-4-(2,3,5,6-tetrafluorophenoxy)-1-(1-trityl-1H-imidazol-5-yl)butan-2-yl)amino)pentan-2-yl)oxalamide